CC(C)(C)[O-] tert.-Butoxide